(E)-N'-(2-chloro-3-hydroxybenzylidene)-4-hydroxy-2-(pyridin-2-yl)pyrimidine-5-carbohydrazide ClC1=C(\C=N\NC(=O)C=2C(=NC(=NC2)C2=NC=CC=C2)O)C=CC=C1O